thieno[3,2-b]thiophene-2-formic acid S1C2=C(C=C1C(=O)O)SC=C2